OC1(C(C(=O)C2=CC=CC=C2)C=CC(=C1)CCOCC)C 2-hydroxy-4-ethoxyethyl-2-methylbenzophenone